C(#N)C1=CC(=NC=C1)N1C=C(C2=C1N=CN=C2N2[C@H](CN(CC2)C(=O)OC(C)C)C)C2CC2 Isopropyl (S)-4-(7-(4-Cyanopyridin-2-yl)-5-cyclopropyl-7H-pyrrolo[2,3-d]pyrimidin-4-yl)-3-methylpiperazine-1-carboxylate